FC1=CNC2=C1C(=NC=C2F)C2CCN(CC2)C(=O)NC21CCC(CC2)(CC1)[C@@H](CC(=O)O)C (R)-3-{4-[4-(3,7-difluoro-1H-pyrrolo[3,2-c]pyridin-4-yl)piperidine-1-carboxamido]bicyclo[2.2.2]oct-1-yl}butyric acid